C(C)C=1C=NN2C1N=C(C=C2NCC=2C=CC(=NC2)OCCOCCOCCOC2CCN(CC2)C(=O)OC(C)(C)C)N2C(CCCC2)CCO tert-butyl 4-[2-[2-[2-[[5-[[[3-ethyl-5-[2-(2-hydroxyethyl)-1-piperidyl]pyrazolo[1,5-a]pyrimidin-7-yl]amino]methyl]-2-pyridyl]oxy]ethoxy]ethoxy]ethoxy]piperidine-1-carboxylate